C(#N)C1=C(C=CC=C1COC=1C=C(C(=C2CCCC12)CN1[C@@H](C[C@H](C1)O)C(=O)O)OC)C1=CC=CC=C1 (2S,4R)-1-((7-((2-cyano-[1,1'-biphenyl]-3-yl)methoxy)-5-methoxy-2,3-dihydro-1H-inden-4-yl)methyl)-4-hydroxypyrrolidine-2-carboxylic acid